CC(C(=O)OBr)CCC bromo methylvalerate